FC1=C(C=C(C=C1)C(=O)NC1CN(C1)S(=O)(=O)C)C=1C=NC(=NC1)NCC1(CC(C1)F)C1=NC=CC=C1F {4-fluoro-3-[2-({[3-fluoro-1-(3-fluoro(2-pyridyl))cyclobutyl]methyl}amino)pyrimidin-5-yl]phenyl}-N-[1-(methylsulfonyl)azetidin-3-yl]carboxamide